BrC1=CC=CC(=N1)NC(=O)[C@H]1N(C[C@@H](C1)F)C(CN1N=C(C(=C1)/C=C/C(=O)OCC)C(N)=O)=O (E)-ethyl 3-(1-(2-((2S,4R)-2-((6-bromopyridin-2-yl)carbamoyl)-4-fluoropyrrolidin-1-yl)-2-oxoethyl)-3-carbamoyl-1H-pyrazol-4-yl)acrylate